5-chloro-2-(5-fluoro-3-pyridyl)-1-oxido-pyridin-1-ium ClC=1C=CC(=[N+](C1)[O-])C=1C=NC=C(C1)F